N5-[2-(8-azabicyclo[3.2.1]octan-8-yl)-3-chloro-phenyl]-N2,N2-dimethyl-thiophene-2,5-disulfonamide C12CCCC(CC1)N2C2=C(C=CC=C2Cl)NS(=O)(=O)C2=CC=C(S2)S(=O)(=O)N(C)C